tert-butyl 4-(methylamino)-1-azaspiro[5.5]undecane-1-carboxylate CNC1CCN(C2(C1)CCCCC2)C(=O)OC(C)(C)C